BrC1=C(C=C(C=C1)C(F)(F)F)C(F)F 1-Bromo-2-(difluoromethyl)-4-(trifluoromethyl)benzene